C(#N)C1=C(C=CC=C1)C1=CC(=NC=C1C(=O)NC=1SC2=NC(=CC=C2N1)C1=CC=C(C=C1)C#N)C 4-(2-cyanophenyl)-N-(5-(4-cyanophenyl)thiazolo[5,4-b]pyridin-2-yl)-6-methylnicotinamide